FC(C1=NN(C=C1C(=O)OCC)COCC[Si](C)(C)C)(F)F ethyl 3-(trifluoromethyl)-1-((2-(trimethylsilyl)ethoxy)methyl)-1H-pyrazole-4-carboxylate